octylammonium acrylate C(C=C)(=O)[O-].C(CCCCCCC)[NH3+]